CN1C(C2(CC1)CCN(CC2)C=2C(=NC=CC2)C(=O)O)=O (2-methyl-1-oxo-2,8-diazaspiro[4.5]decan-8-yl)picolinic acid